N-(4-chloro-2-(1H-pyrrole-2-carbonyl)phenyl)-1-ethyl-3,5-dimethyl-1H-pyrazole-4-sulfonamide ClC1=CC(=C(C=C1)NS(=O)(=O)C=1C(=NN(C1C)CC)C)C(=O)C=1NC=CC1